(S or R)-4-methyl-N-((1-(pyridin-3-ylmethyl)-3-(2-(thiophen-2-yl)ethyl)pyrrolidin-3-yl)methyl)benzenesulfonamide citrate C(CC(O)(C(=O)O)CC(=O)O)(=O)O.CC1=CC=C(C=C1)S(=O)(=O)NC[C@@]1(CN(CC1)CC=1C=NC=CC1)CCC=1SC=CC1 |o1:25|